C(=N)[PH4] formiminophosphorane